(1s,3S)-N-(4-((1R,3R)-3-cyclobutyl-6-methoxy-1,2,3,4-tetrahydroisoquinolin-1-yl)phenyl)adamantan-1-amine C1(CCC1)[C@@H]1N[C@@H](C2=CC=C(C=C2C1)OC)C1=CC=C(C=C1)NC12CC3CC(CC(C1)C3)C2